N-(6-((4-(aminomethyl)-1H-pyrazol-1-yl)methyl)-4-methoxybenzo[d]isoxazol-3-yl)-2,5-dimethoxybenzenesulfonamide hydrochloride Cl.NCC=1C=NN(C1)CC1=CC2=C(C(=NO2)NS(=O)(=O)C2=C(C=CC(=C2)OC)OC)C(=C1)OC